C1=CC=C(C(=C1)[N+](=O)[O-])F 2-nitrofluorobenzene